FC(F)(F)C1=C(C=CC=C1)NC(=O)C=1C=NOC1C N-(trifluoromethylphenyl)-5-methylisoOxazole-4-carboxamide